ClC1=CC=C(C=C1)[C@H](N1C[C@@H](N(C[C@H]1C)C=1C=2N=C(N(C2N2C(N1)=NN=C2)C[C@H]2OCCC2)C)C)[C@@H]2C(C2)(F)F 4-((2S,5R)-4-((R)-(4-chlorophenyl)((R)-2,2-difluorocyclopropyl)methyl)-2,5-dimethylpiperazin-1-yl)-2-methyl-1-(((S)-tetrahydrofuran-2-yl)methyl)-1H-[1,2,4]triazolo[3,4-b]purine